(R)-3-(4-(4-(1-((R)-1-cyclopropylbut-2-yl)-1H-pyrazol-4-yl)pyrazolo[1,5-a]pyrazin-6-yl)-1H-pyrazol-1-yl)propane-1,2-diol C1(CC1)C[C@@H](CC)N1N=CC(=C1)C=1C=2N(C=C(N1)C=1C=NN(C1)C[C@H](CO)O)N=CC2